1-(4-(8-chloro-5,6-dihydro-11H-benzo[5,6]cyclohepta[1,2-b]pyridin-11-ylidene)piperidin-1-yl)-3-(2-(3-methoxyphenylethyl)phenoxy)propan-2-ol ClC=1C=CC2=C(CCC=3C(=NC=CC3)C2=C2CCN(CC2)CC(COC2=C(C=CC=C2)CCC2=CC(=CC=C2)OC)O)C1